4-(2-amino-5-(4-(morpholinomethyl)phenyl)pyridin-3-yl)-N-(cyanomethyl)benzamide NC1=NC=C(C=C1C1=CC=C(C(=O)NCC#N)C=C1)C1=CC=C(C=C1)CN1CCOCC1